6-fluoro-1,4,4,9-tetramethyl-8-(1-methyl-1H-indazol-4-yl)-5H-[1,2,4]triazolo[4,3-a]quinoxaline FC1=C2NC(C=3N(C2=C(C(=C1)C1=C2C=NN(C2=CC=C1)C)C)C(=NN3)C)(C)C